ClC1=C(C=CC(=C1)O)C[C@@H](CNC(C[C@@H](C1(CC1)C(F)(F)F)C1=CC=NC=C1)=O)N(C)C (R)-N-((S)-3-(2-chloro-4-hydroxyphenyl)-2-(dimethylamino)propyl)-3-(pyridin-4-yl)-3-(1-(trifluoromethyl)cyclopropyl)propanamide